[Na+].C(C)(C)(C)C(CS(=O)(=O)[O-])CCNC1CCCCC1 2-tert-butyl-4-(Cyclohexylamino)-1-butanesulfonate sodium